Cl.C(C)OC(C(C)(C)N)=O Alpha-aminoisobutyric acid ethyl ester hydrochloride